ClCC=1N=NC(=CC1)C1=CC=CC=C1 3-(chloromethyl)-6-phenylpyridazine